((6-(5-fluoro-2-((3-methyl-4-(4-(4-methylpiperazin-1-yl)piperidin-1-yl)phenyl)amino)-6-cyclopropyl-7H-pyrrolo[2,3-d]pyrimidin-7-yl)pyridin-2-yl)imino)dimethyl-λ6-sulfanone FC1=C(N(C=2N=C(N=CC21)NC2=CC(=C(C=C2)N2CCC(CC2)N2CCN(CC2)C)C)C2=CC=CC(=N2)N=S(=O)(C)C)C2CC2